2-(3,5-Dichloro-4-((2-(3-(trifluoromethyl)benzyl)-1-oxo-1,2,3,4-tetrahydroisoquinoline-6-yl)oxy)phenyl)-1,2,4-triazine-3,5(2H,4H)-dione ClC=1C=C(C=C(C1OC=1C=C2CCN(C(C2=CC1)=O)CC1=CC(=CC=C1)C(F)(F)F)Cl)N1N=CC(NC1=O)=O